1-(2-(3-fluoro-5-(trifluoromethyl)benzyl)pyridin-4-yl)-5-(hydroxymethyl)-3-methyl-1H-pyrazole FC=1C=C(CC2=NC=CC(=C2)N2N=C(C=C2CO)C)C=C(C1)C(F)(F)F